N-[1-[2-[5-(difluoromethoxy)-2-pyridyl]-1,2,4-triazol-3-yl]ethyl]-3,5-bis(trifluoromethyl)benzamide FC(OC=1C=CC(=NC1)N1N=CN=C1C(C)NC(C1=CC(=CC(=C1)C(F)(F)F)C(F)(F)F)=O)F